NCCCOC1=C(C(=CC=C1)OC)C1=CC(=NN1)NC=1N=CC(=NC1)C#N 5-[[5-[2-(3-aminopropoxy)-6-methoxyphenyl]-1H-pyrazol-3-yl]amino]pyrazine-2-carbonitrile